1-(1-(4-bromobenzyl)-1H-indol-5-yl)-5-methyl-1H-1,2,4-triazole-3-carboxylic acid ethyl ester C(C)OC(=O)C1=NN(C(=N1)C)C=1C=C2C=CN(C2=CC1)CC1=CC=C(C=C1)Br